N1N=C(C=C1)OB(O)O (1H-pyrazol-3-yl)-boric acid